2-oxo-2,3-dihydrooxazolo[4,5-b]pyridine-6-carboxylic acid O=C1OC=2C(=NC=C(C2)C(=O)O)N1